(S)-2-(4-(methylsulfonyl)piperazine-1-Yl)propan-1-ol CS(=O)(=O)N1CCN(CC1)[C@H](CO)C